4-[5-fluoro-1-(pyridin-4-ylmethyl)benzimidazol-2-yl]-1,2,5-oxadiazol-3-amine FC1=CC2=C(N(C(=N2)C=2C(=NON2)N)CC2=CC=NC=C2)C=C1